N-ethoxy-2-mercapto-4-butanolactam C(C)ON1C(C(CC1)S)=O